2-(5-Methoxy-1H-indol-3-yl)-1-(morpholino-d8)ethanone COC=1C=C2C(=CNC2=CC1)CC(=O)N1C(C(OC(C1([2H])[2H])([2H])[2H])([2H])[2H])([2H])[2H]